(7-(5-(trifluoromethyl)pyrazin-2-yl)-5,6,7,8-tetrahydro-[1,2,4]triazolo[1,5-a]pyrazin-2-yl)methanol FC(C=1N=CC(=NC1)N1CC=2N(CC1)N=C(N2)CO)(F)F